10-chloro-9-(1,4-dimethyl-1H-pyrazol-5-yl)-2-((4-methoxy-6-methyl-2-oxo-1,2-dihydropyridin-3-yl)methyl)-3,4-dihydro-[1,4]diazepino[6,7,1-HI]indol-1(2H)-one ClC1=C(C=C2C=CN3C2=C1C(N(CC3)CC=3C(NC(=CC3OC)C)=O)=O)C3=C(C=NN3C)C